tert-butyl (S)-(5-((4-bromopyridin-2-yl)oxy)pentan-2-yl-5,5-d2)carbamate BrC1=CC(=NC=C1)OC(CC[C@H](C)NC(OC(C)(C)C)=O)([2H])[2H]